N1C(=NC2=C1C=CC=C2)COC2=NC1=CC=CC=C1C=N2 ((1H-benzo[d]imidazol-2-yl)methoxy)quinazoline